NCCC=1C=NC(=NC1)C1=C(C=C(C#N)C=C1)OC=1SC(=NN1)N(C)C 4-[5-(2-aminoethyl)pyrimidin-2-yl]-3-[[5-(dimethylamino)-1,3,4-thiadiazol-2-yl]oxy]benzonitrile